CC(C)=CCC(C)C 2,5-dimethylhex-2-en